tert-butyl (S)-3-((5-chloropyrido[2,3-d]pyridazin-8-yl)amino)pyrrolidine-1-carboxylate ClC1=C2C(=C(N=N1)N[C@@H]1CN(CC1)C(=O)OC(C)(C)C)N=CC=C2